NC1=CC=C(OC2=CC=C(C=C2)C(CC(CC2=CC=C(C=C2)OC2=CC=C(C=C2)N)C2=CC=C(C=C2)OC2=CC=C(C=C2)N)C2=CC=C(C=C2)OC2=CC=C(C=C2)N)C=C1 1,3-bis[4-(4-aminophenoxy)phenyl]1,4-bis[4-(4-aminophenoxy)phenyl]butane